((1H-imidazol-1-yl)sulfonyl)-2-oxa-6-azaspiro[3.3]heptane N1(C=NC=C1)S(=O)(=O)C1OCC12CNC2